FC1=CC=C(C=C1)C=1C=C2C(=NC=NC2=C(C1)O[C@@H]1CN(CC1)C(C)=O)N[C@H](C)C=1C=NC(=NC1)C(F)(F)F 1-((S)-3-((6-(4-fluorophenyl)-4-(((R)-1-(2-(trifluoromethyl)pyrimidin-5-yl)ethyl)amino)quinazolin-8-yl)oxy)pyrrolidin-1-yl)ethan-1-one